phenyl-(5-propylisoxazol-3-yl)methanone C1(=CC=CC=C1)C(=O)C1=NOC(=C1)CCC